C(C1=CC=CC=C1)N1CC2(C1)CC(C2)O 2-benzyl-2-azaspiro[3.3]heptan-6-ol